CCCS 3-propyl mercaptan